N1(CCNCC1)CC1CCN(CC1)C(=O)OC(C)(C)C tert-butyl 4-(piperazine-1-ylmethyl)piperidine-1-carboxylate